N-(bicyclo[4.2.0]octa-1,3,5-trien-7-yl)-1,5,7-trimethyl-4-oxo-4,5-dihydro-1H-pyrrolo[3,2-c]pyridine-3-carboxamide C12=CC=CC=C2C(C1)NC(=O)C1=CN(C2=C1C(N(C=C2C)C)=O)C